ClC1=C(C=CC=C1C1=C(C(=NC=C1)C1=CC(=C(C=C1)CNCC(C)O)OC)Cl)NC1=NC=CC(=C1F)CNCC(C)O 1-(((2-((2-chloro-3-(3-chloro-2-(4-(((2-hydroxypropyl)amino)methyl)-3-methoxyphenyl)pyridin-4-yl)phenyl)amino)-3-fluoropyridin-4-yl)methyl)amino)propan-2-ol